8-chloro-N-(2,2-dimethyl-2,3-dihydrobenzofuran-5-yl)quinolin-2-amine ClC=1C=CC=C2C=CC(=NC12)NC=1C=CC2=C(CC(O2)(C)C)C1